[Cl-].[Cl-].C1(=CC=CC=C1)C(C1=CC=CC=C1)=[Zr+2](C1=CC(=CC=2C3=CC(=CC=C3CC12)C(C)(C)C)C(C)(C)C)C1C=CC=C1 diphenylmethylene(cyclopentadienyl)(3,6-di-tert-butylfluorenyl)zirconium dichloride